[1,2]azaborole N1B=CC=C1